O=C(CCCCCC=1C=CC(N(N1)C(F)(F)F)=O)N1CCN(CC1)C1=NC=C(C=N1)C(F)(F)F 6-(6-oxo-6-(4-(5-(trifluoromethyl)pyrimidin-2-yl)piperazin-1-yl)hexyl)(trifluoromethyl)pyridazin-3(2H)-one